C(C)C1=C(C=C(C=C1)N=C=O)N=C=O 1-ethyl-2,4-phenylene diisocyanate